(2S)-3-(3-cyanophenyl)-2-aminopropionic acid C(#N)C=1C=C(C=CC1)C[C@@H](C(=O)O)N